3-(spiro[2.3]hexan-5-yl)-4-(trifluoromethyl)-1H-pyrazole C1CC12CC(C2)C2=NNC=C2C(F)(F)F